4-m-aminophenyl-1H-1,2,3-triazole NC=1C=C(C=CC1)C=1N=NNC1